(S)-6-(2-(2-(2-(2-aminoethoxy)ethoxy)ethoxy)-4-methoxyphenyl)-N-(2-(2-cyano-4,4-difluoropyrrolidin-1-yl)-2-oxoethyl)quinoline-4-carboxamide NCCOCCOCCOC1=C(C=CC(=C1)OC)C=1C=C2C(=CC=NC2=CC1)C(=O)NCC(=O)N1[C@@H](CC(C1)(F)F)C#N